(4aR,8aS)-6-[3-(3-methoxy-4-methyl-phenyl)azetidine-1-carbonyl]-4,4a,5,7,8,8a-hexahydropyrido[4,3-b][1,4]oxazin-3-one COC=1C=C(C=CC1C)C1CN(C1)C(=O)N1C[C@@H]2[C@@H](OCC(N2)=O)CC1